CN1C(=NN=C1COC1=CC(=CC=C1)C(F)(F)F)C1=CC=C(C=C1)C1=NN=C(O1)C1CCN(CC1)C(=O)OC(C)(C)C tert-Butyl 4-{5-[4-(4-methyl-5-{[3-(trifluoromethyl)phenoxy]methyl}-4H-1,2,4-triazol-3-yl)phenyl]-1,3,4-oxadiazol-2-yl}piperidine-1-carboxylate